BrC1=CC=C(C=C1)S(=O)(=O)C(F)(F)F 1-bromo-4-{(trifluoromethyl)sulfonyl}benzene